COC(=O)C1CN(C=2N1C(C=C(C2C2=CC(=CC=C2)C(F)(F)F)C(C2=CC=CC1=CC=CC=C21)(F)F)=O)C.C2C(CC21CCC1)NC(C)=O N-{spiro[3.3]heptan-2-yl}acetamide methyl-7-(difluoro(naphthalen-1-yl)methyl)-1-methyl-5-oxo-8-(3-(trifluoromethyl)phenyl)-1,2,3,5-tetrahydroimidazo[1,2-a]pyridine-3-carboxylate